CC1C\C(\CCC1)=N\NC(C1=CC=CC=C1)=O (E)-N'-(3-methylcyclohexylidene)benzohydrazide